CN1C2=NC(=NC(=C2N=C1)C1=CC=C(C=C1)OC(F)(F)F)CN1C(C(CC1)=C)=O 1-((9-Methyl-6-(4-(trifluoromethoxy)phenyl)-9H-purin-2-yl)methyl)-3-methylenepyrrolidin-2-one